5-bromo-1,7-naphthyridin-8-amine BrC1=C2C=CC=NC2=C(N=C1)N